N-((1S)-1-(5-(2-(4-fluorophenyl)-3-(4-methoxyphenyl)cyclopropyl)-1,2,4-oxadiazol-3-yl)ethyl)-3-hydroxy-4-methoxypicolinamide FC1=CC=C(C=C1)C1C(C1C1=CC=C(C=C1)OC)C1=NC(=NO1)[C@H](C)NC(C1=NC=CC(=C1O)OC)=O